C1(CCC1)CN[C@H]1[C@@H](C1)C1=CC(=CS1)C(=O)NC1CCOCC1 5-((1R,2R)-2-((cyclobutylmethyl)-amino)cyclopropyl)-N-(tetrahydro-2H-pyran-4-yl)thiophene-3-carboxamide